6-methyl-5-(4-methyl-1H-pyrazole-1-carbonyl)-N-(1-methylcyclopropyl)furo[2,3-d]pyrimidin-4-amine CC1=C(C2=C(N=CN=C2NC2(CC2)C)O1)C(=O)N1N=CC(=C1)C